Methyl (2-(4-((tert-butoxycarbonyl)amino)bicyclo[2.2.2]octan-1-yl)thiazole-4-carbonyl)-L-seryl-L-serinate C(C)(C)(C)OC(=O)NC12CCC(CC1)(CC2)C=2SC=C(N2)C(=O)N[C@@H](CO)C(=O)N[C@@H](CO)C(=O)OC